N-((3S,4S)-3-((6-(2,6-dichloro-3,5-di-methoxyphenyl)-8-(((1-methylpyrrolidin-2-yl)methyl)amino)pyrido[3,4-d]pyrimidin-2-yl)amino)tetrahydro-2H-pyran-4-yl)acrylamide ClC1=C(C(=C(C=C1OC)OC)Cl)C1=CC2=C(N=C(N=C2)N[C@@H]2COCC[C@@H]2NC(C=C)=O)C(=N1)NCC1N(CCC1)C